FC(S(=O)(=O)OC1=C(C=C(C=C1)Cl)C)(F)F 4-chloro-2-methylphenyl trifluoromethanesulfonate